C12N(CC(NC1)CC2)C2=C1CN(CC1=CC=C2)C2C(NC(CC2)=O)=O 4-(2,5-diazabicyclo[2.2.2]octan-2-yl)-2-(2,6-dioxopiperidin-3-yl)isoindoline